(t-butylamino)-1,1-dimethyl-(1,2-dimethyl-9,9-ditetradecyl-3,9-dihydro-cyclopenta[b]fluoren-3-yl)silane C(C)(C)(C)N[Si](C)(C)C1C(=C(C2=CC=3C(C4=CC=CC=C4C3C=C21)(CCCCCCCCCCCCCC)CCCCCCCCCCCCCC)C)C